OC(C(C)S(=O)(=O)[O-])CO 3,4-dihydroxybutane-2-sulfonate